Pyrazolo[3,4-f][1,3]Diazepine N1=NC=C2C1=CC=NC=N2